C(C)(C)(C)OC(CCC1(CC(CC1)C1=CC=C(C=C1)C(=O)OC)C(=O)O)=O 1-(3-(tert-butoxy)-3-oxopropyl)-3-(4-(methoxycarbonyl)phenyl)cyclopentane-1-carboxylic acid